N-(trichloromethylthio)cyclohex-4-ene-1,2-dicarboximide ClC(SN1C(=O)C2C(CC=CC2)C1=O)(Cl)Cl